2-((6aR,8R)-8-(ethyl(piperidin-4-yl)amino)-6a-(fluoromethyl)-5,6,6a,7,8,9-hexahydro-pyrrolo[1',2':4,5]pyrazino[2,3-c]pyridazin-2-yl)-6-fluorophenol C(C)N([C@@H]1C[C@]2(N(C=3C(=NN=C(C3)C3=C(C(=CC=C3)F)O)NC2)C1)CF)C1CCNCC1